ClC1=C(C(=CC=C1)Cl)C1=NOC(=C1CO)C1CC1 3-(2,6-dichlorophenyl)-4-hydroxymethyl-5-cyclopropylisoxazole